C(#CCC)C=1C=C(C=C(C1)Cl)C1=C([N+](=C2N(C1=O)C=CC=C2C)CC2=CN=C(S2)Cl)O 3-[3-(1-Butyn-1-yl)-5-chlorophenyl]-1-[(2-chloro-5-thiazolyl)methyl]-2-hydroxy-9-methyl-4-oxo-4H-pyrido[1,2-a]pyrimidinium